3-[(3R)-3-amino-5-[(4-chlorophenyl)methyl]-8-fluoro-1,1,4-trioxo-2,3-dihydro-1λ6,5-benzothiazepin-7-yl]-N-(2,2,2-trifluoroethyl)-1,2,4-oxadiazole-5-carboxamide N[C@H]1CS(C2=C(N(C1=O)CC1=CC=C(C=C1)Cl)C=C(C(=C2)F)C2=NOC(=N2)C(=O)NCC(F)(F)F)(=O)=O